C(C)(C)(C)NC(CN1CCC(CC1)CC1=C(C(=O)N)C=CC=C1)=O ((1-(2-(tert-butylamino)-2-oxoethyl)piperidin-4-yl)methyl)benzamide